CC1(OB(OC1(C)C)C=1C=C(C=CC1)C1=CC=C(C=C1)C1=CC=CC=C1)C 4,4,5,5-tetramethyl-2-(1,1':4',1''-terphenyl)-3-yl-1,3,2-dioxaborolane